N,N'-di-[4-(p-chlorobenzenesulfonyloxy)phenyl]urea ClC1=CC=C(C=C1)S(=O)(=O)OC1=CC=C(C=C1)NC(=O)NC1=CC=C(C=C1)OS(=O)(=O)C1=CC=C(C=C1)Cl